benzyl (butyl) sulfide C(CCC)SCC1=CC=CC=C1